2-((4-fluoro-2-methylphenyl)-amino)-N-(6-methoxy-2-methylpyridin-3-yl)-5-(trifluoromethoxy)-benzamide FC1=CC(=C(C=C1)NC1=C(C(=O)NC=2C(=NC(=CC2)OC)C)C=C(C=C1)OC(F)(F)F)C